2,4-dimethylbenzo[d]oxazol-6-amine CC=1OC2=C(N1)C(=CC(=C2)N)C